O1CCC2=C1C(=CC=C2)C(=O)N 2,3-dihydrobenzofuran-7-carboxamide